1-hydroxyethane-1,1,2-tricarboxylic acid OC(CC(=O)O)(C(=O)O)C(=O)O